(2r,4r)-N-((S)-1-(((3-amino-1H-pyrazol-5-yl)methyl)amino)-1-oxopropan-2-yl)-4-phenylpyrrolidine-2-carboxamide dihydrochloride Cl.Cl.NC1=NNC(=C1)CNC([C@H](C)NC(=O)[C@@H]1NC[C@H](C1)C1=CC=CC=C1)=O